1-(1-(3-chloro-2-fluorophenyl)cyclobutyl)-4-((3-fluoro-6-((5-methyl-1H-pyrazol-3-yl)amino)pyridin-2-yl)methyl)piperidine-4-carboxylic acid ClC=1C(=C(C=CC1)C1(CCC1)N1CCC(CC1)(C(=O)O)CC1=NC(=CC=C1F)NC1=NNC(=C1)C)F